C(C)S(=O)(=O)C=1C(=NC=CC1)C=1OC2=C(N1)C=C(C=C2)S(=O)C(F)(F)F 2-(3-ethylsulfonylpyridin-2-yl)-5-(trifluoromethylsulfinyl)benzoxazole